[N-](S(=O)(=O)C(F)(F)F)S(=O)(=O)C(F)(F)F.C(C)[N+]1(CCCCC1)CCC 1-ethyl-1-propylpiperidinium bis(trifluoromethanesulfonyl)imide salt